O\N=C\1/C=C(CCC1)C(=O)OC methyl (1E,3Z)-3-hydroxyimino-1-cyclohexenecarboxylate